biquinoline phosphite P(O)(O)O.N1=C(C=CC2=CC=CC=C12)C1=NC2=CC=CC=C2C=C1